C1=CC=C(C=2C3=CC=CC=C3C=CC12)NC1=CC=CC=C1 N-(4-phenanthryl)-aniline